Br.CNCC1(CCC1)C(=O)O 1-((methylamino)methyl)cyclobutanecarboxylic Acid Hydrobromide